NCCCNC(C(=C)C)=O N-(3-aminopropyl)-methacrylamide